4,7-dimethyl-3-(1-propionyl-5-(p-tolyl)-4,5-dihydro-1H-pyrazol-3-yl)-1,8-naphthyridin-2(1H)-one CC1=C(C(NC2=NC(=CC=C12)C)=O)C1=NN(C(C1)C1=CC=C(C=C1)C)C(CC)=O